ClC1=CC(=C(C2=C1O[C@](O2)(C)[C@@H]2CC[C@H](CC2)N(C)C)C)C(=O)NCC=2C(NC(=CC2C)C)=O (2R)-7-chloro-2-[trans-4-(dimethylamino)cyclohexyl]-N-[(4,6-dimethyl-2-oxo-1,2-dihydropyridin-3-yl)methyl]-2,4-dimethyl-1,3-benzodioxole-5-carboxamide